4-chloro-1-((2-(trimethylsilyl)ethoxy)methyl)-1H-pyrrolo[3,2-c]pyridine-2-carbaldehyde ClC1=NC=CC2=C1C=C(N2COCC[Si](C)(C)C)C=O